N-[5-[tert-butyl(dimethyl)silyl]oxy-2-methyl-phenyl]-2-chloro-pyrimidin-4-amine [Si](C)(C)(C(C)(C)C)OC=1C=CC(=C(C1)NC1=NC(=NC=C1)Cl)C